Methyl (S)-2-(4-(6-((4-cyano-2-fluorobenzyl)oxy)pyridin-2-yl)-2,5-difluorobenzyl)-1-(4,4-dimethyltetrahydrofuran-3-yl)-1H-benzo[d]imidazole-6-carboxylate C(#N)C1=CC(=C(COC2=CC=CC(=N2)C2=CC(=C(CC3=NC4=C(N3[C@@H]3COCC3(C)C)C=C(C=C4)C(=O)OC)C=C2F)F)C=C1)F